CN1[C@H]2[C@@H](OCC1)CN(C2)C(=O)OC=2C=CC=1C=CC3=CC=CC=C3C1C2 phenanthr-3-yl (4ar,7as)-4-methylhexahydropyrrolo[3,4-b][1,4]oxazine-6(2H)-carboxylate